C1(CC1)C1=CC(=NN1C)N(C1=NC(=NC=C1)N1C2CCC(C1)(C2)CO)C [2-[4-[(5-Cyclopropyl-1-methyl-pyrazol-3-yl)-methyl-amino]pyrimidin-2-yl]-2-azabicyclo[2.2.1]heptan-4-yl]methanol